COC(CCCC1=NC2=C(N1C)C=CC(=C2)N(CCCl)CCCl)=O 4-{5-[bis-(2-chloro-ethyl)-amino]-1-methyl-1H-benzimidazol-2-yl}-butyric acid methyl ester